C(OC1=CC=C(C=C1)[N+](=O)[O-])(OCCCCCCCCC)=O 4-nitrophenyl nonyl carbonate